bromo-N-(1-ethyl-2-oxo-1,2-dihydrobenzo[cd]indol-6-yl)benzenesulfonamide BrC1=C(C=CC=C1)S(=O)(=O)NC=1C=2C3=C(C(N(C3=CC1)CC)=O)C=CC2